(R)-6-chloro-3-((1-(2-(4,4-difluoropiperidin-1-yl)-6-fluoro-3-methyl-4-oxo-3,4-dihydroquinazolin-8-yl)ethyl)amino)picolinic acid ClC1=CC=C(C(=N1)C(=O)O)N[C@H](C)C=1C=C(C=C2C(N(C(=NC12)N1CCC(CC1)(F)F)C)=O)F